Nitrilotrimethyl-phosphonic acid N#CP(OC)(OC)=O